FC1(CN(C1)C(=O)C1(CCOCC1)C1=C(C2=C(NC(=N2)[C@@H](NC=2OC(=NN2)C)C2CCC(CC2)(F)F)C=C1)F)F (3,3-Difluoroazetidin-1-yl)[4-(2-{(S)-(4,4-difluorocyclohexyl)[(5-methyl-1,3,4-oxadiazol-2-yl)amino]methyl}-4-fluoro-1H-benzimidazol-5-yl)tetrahydropyran-4-yl]methanone